[Cl-].C(CCCC)[NH+]1CC(CCC1)CCC 1-Pentyl-3-propylpiperidinium chlorid